P(=O)([O-])([O-])[O-].[Ti+4].[Si+4].[Li+].P(=O)([O-])([O-])[O-].P(=O)([O-])([O-])[O-] Lithium-silicon titanium phosphate